ClC=1C=C2C=3C=C(C=C(C3N(C2=CC1)S(=O)(=O)C1=CC=C(C)C=C1)OCCN(C)C)NC1=CC=C(C=C1)Cl 6-Chloro-N-(4-chlorophenyl)-1-(2-(dimethylamino)ethoxy)-9-tosyl-9H-carbazol-3-amine